tri(dimethylsilyl)amine C[SiH](C)N([SiH](C)C)[SiH](C)C